5-chloro-2-(cyclopropanecarbonylamino)-N-[(1S)-3-(cyclopropylamino)-1-[[(3S,5R)-5-methyl-2-oxo-pyrrolidin-3-yl]methyl]-2,3-dioxo-propyl]benzamide ClC=1C=CC(=C(C(=O)N[C@H](C(C(=O)NC2CC2)=O)C[C@H]2C(N[C@@H](C2)C)=O)C1)NC(=O)C1CC1